perfluoro hexanoyl peroxide C(CCCCC)(=O)OOF